BrC=1N=C(SC1)N1CCC(CC1)(F)F 4-bromo-2-(4,4-difluoro-1-piperidinyl)thiazole